propionic acid TFA salt OC(=O)C(F)(F)F.C(CC)(=O)O